CC1(OB(OC1(C)C)C=1C=NN(C1)[C@@H](C(F)(F)F)C1=CC=C(C=C1)F)C |r| racemic-4-(4,4,5,5-tetramethyl-1,3,2-dioxaborolan-2-yl)-1-(2,2,2-trifluoro-1-(4-fluorophenyl)ethyl)-1H-pyrazole